Cl[Si](O[Si](O[Si](O[Si](C)(C)Cl)(C)C)(C)C)(C)C 1,7-dichloro-1,1,3,3,5,5,7,7-octamethyltetrasiloxane